3-ethoxy-2-(2,4,5-trifluoro-3-chlorobenzoyl)acrylic acid ethyl ester C(C)OC(C(=COCC)C(C1=C(C(=C(C(=C1)F)F)Cl)F)=O)=O